C(C=C)(=O)N1C[C@H]([C@@H](C1)OCC1=CC(=CC=C1)C(F)(F)F)N1N=CC(=C1)C#N 1-(trans-1-acryloyl-4-(3-(trifluoromethyl)benzyloxy)pyrrolidin-3-yl)-1H-pyrazole-4-carbonitrile